7-(3-((Benzyloxy)methyl)-4-ethyl-5-oxo-4,5-dihydro-1H-1,2,4-triazol-1-yl)-8-fluoro-5-isopropoxypyrido[3,4-d]pyridazin-4(3H)-one C(C1=CC=CC=C1)OCC1=NN(C(N1CC)=O)C1=C(C2=C(C(NN=C2)=O)C(=N1)OC(C)C)F